N-(4-((4,4-difluorotetrahydrofuran-3-yl)oxy)-3-fluorophenyl)-2-(pyrrolidin-1-yl)-5-(2,2,2-trifluoroethyl)oxazole-4-carboxamide FC1(C(COC1)OC1=C(C=C(C=C1)NC(=O)C=1N=C(OC1CC(F)(F)F)N1CCCC1)F)F